C1=CC=CC=2C=CC=3OC4=C(C3C12)C1=CC=CC=C1C=C4 Dinaphtho[2,1-b:1',2'-d]furan